ClC1=NNC(=C1NC(C1=C(C=C(C(=C1)F)C1=NC(=C(N=C1)C)CO)O[C@H](C(F)(F)F)C)=O)C (S)-N-(3-chloro-5-methyl-1H-pyrazol-4-yl)-5-fluoro-4-(6-(hydroxymethyl)-5-methylpyrazin-2-yl)-2-((1,1,1-trifluoropropan-2-yl)oxy)benzamide